(±)-2-((1r,4r)-5'-((2,6-dioxopiperidin-3-yl)amino)-4-hydroxy-1',3'-dihydrospiro[cyclohexane-1,2'-indene]-4-yl)acetic acid tert-butyl ester C(C)(C)(C)OC(CC1(CCC2(CC3=CC=C(C=C3C2)N[C@H]2C(NC(CC2)=O)=O)CC1)O)=O |r|